(3,5-difluorophenyl)-N-(2-(4-methylpiperazin-1-yl)ethyl)-5-(2-nitrophenyl)oxazole-4-carboxamide FC=1C=C(C=C(C1)F)C=1OC(=C(N1)C(=O)NCCN1CCN(CC1)C)C1=C(C=CC=C1)[N+](=O)[O-]